2-(2,7-diisopropyl-4-oxothieno[2,3-d]pyridazin-5(4H)-yl)-N-(pyrimidin-4-yl)acetamide C(C)(C)C1=CC2=C(C(=NN(C2=O)CC(=O)NC2=NC=NC=C2)C(C)C)S1